C1(CC1)C(COCC(=O)C1CC1)=O 1-cyclopropyl-2-(2-cyclopropyl-2-oxo-ethoxy)ethanone